octynol difluoride [F-].[F-].C(#CCCCCCC)O